3-(2-Hydroxyethoxy)-5-(trifluoromethoxy)benzaldehyde OCCOC=1C=C(C=O)C=C(C1)OC(F)(F)F